7-Bromo-3-methyl-3,4-dihydroisoquinoline-2(1H)-carboxylate BrC1=CC=C2CC(N(CC2=C1)C(=O)[O-])C